CC1(C2=CC=CC=C2C=2C=CC(=CC12)C=1C=C2C(=C(COC2=CC1)C(C(F)(F)F)=O)O)C 6-(9,9-dimethyl-9H-fluoren-2-yl)-4-hydroxy-3-(2,2,2-trifluoroethan-1-one-1-yl)-2H-chromene